Cl.O=C1C(=C2C(=CN1C1=CC=CC=C1)CCO2)C(=O)N 6-oxo-5-phenyl-2,3,5,6-tetrahydrofuro[3,2-c]pyridine-7-carboxamide hydrochloride